5-chloro-1-(2H3)methyl-1'-[2-({7-oxo-8-[(1r,3s)-3-hydroxy-3-methylcyclobutyl]-5,6,7,8-tetrahydro-1,8-naphthyridin-3-yl}oxy)ethyl]-1,2-dihydrospiro[indole-3,4'-piperidin]-2-one ClC=1C=C2C(=CC1)N(C(C21CCN(CC1)CCOC=1C=NC=2N(C(CCC2C1)=O)C1CC(C1)(C)O)=O)C([2H])([2H])[2H]